S(=O)(=O)([O-])[O-].[Na+].CC(C)CCC[C@@H](C)[C@H]1CC[C@H]2[C@@H]3CC=C4C[C@H](CC[C@]4(C)[C@H]3CC[C@]12C)O.[Na+] 5-cholesten-3beta-ol sodium sulfate